lauroyl-L-arginine ethyl ester hydrochloride Cl.C(C)OC([C@@H](NC(CCCCCCCCCCC)=O)CCCNC(N)=N)=O